6-bromo-3-chloro-2-nitro-N-(1-(4-(trifluoromethoxy)phenyl)ethyl)aniline BrC1=CC=C(C(=C1NC(C)C1=CC=C(C=C1)OC(F)(F)F)[N+](=O)[O-])Cl